Arginine 8-Naphthylamide C1=CC=CC2=CC=CC(=C12)NC([C@@H](N)CCCNC(N)=N)=O